1,4-bis(4-aminophenoxy)-2-tert-butylbenzene NC1=CC=C(OC2=C(C=C(C=C2)OC2=CC=C(C=C2)N)C(C)(C)C)C=C1